tert-butyl 4-(3-hydroxypropyl)-4-((2-(trimethylsilyl)ethoxy)methoxy)piperidine-1-carboxylate OCCCC1(CCN(CC1)C(=O)OC(C)(C)C)OCOCC[Si](C)(C)C